6-amino-1,3-dimethyl-2,4-dioxo-1,2,3,4-tetrahydroquinazoline-7-carboxylic acid methyl ester COC(=O)C1=C(C=C2C(N(C(N(C2=C1)C)=O)C)=O)N